[Cl-].C(CCCCCCCCCCCCCCC)[N+](C)(C)C Cetyl-Trimethyl-Ammonium Chlorid